(S)-4-((S)-4-benzyl-2-oxooxazolidin-3-yl)-3-cyclopropyl-4-oxobutanoic acid tert-butyl ester C(C)(C)(C)OC(C[C@H](C(=O)N1C(OC[C@@H]1CC1=CC=CC=C1)=O)C1CC1)=O